FC(C(=O)N[C@@H]1[C@H](N(C(C1)=O)C1=CC=C2C(=NNC2=C1)C1=CC=C(C=C1)F)C1=CC=CC=C1)(C)F |r| 2,2-difluoro-N-[rac-(2R,3S)-1-[3-(4-fluorophenyl)-1H-indazol-6-yl]-5-oxo-2-phenylpyrrolidin-3-yl]propanamide